3,3'-Methylenedisalicylic acid C(C1=C(C(C(=O)O)=CC=C1)O)C1=C(C(C(=O)O)=CC=C1)O